tert-butyl 4-(4-hydroxycyclohexyl)piperidine-1-carboxylate OC1CCC(CC1)C1CCN(CC1)C(=O)OC(C)(C)C